S(=O)(=O)(OCBr)C1=CC=C(C)C=C1 bromomethyl tosylate